C[C@H]1N(C2=CC=CC=C2C1)C=1C2=C(N=CN1)SC(=N2)C(=O)NCC2CCNCC2 (R)-7-(2-methylindolin-1-yl)-N-(piperidin-4-ylmethyl)thiazolo[5,4-d]pyrimidine-2-carboxamide